3-amino-N-[(3R)-5-fluoro-7-[(1S)-1-methyl-9-oxa-3,7-diazabicyclo[3.3.1]nonan-3-yl]-3,4-dihydro-2H-1-benzopyran-3-yl]-6-methylthieno[2,3-b]pyridine-2-carboxamide NC1=C(SC2=NC(=CC=C21)C)C(=O)N[C@H]2COC1=C(C2)C(=CC(=C1)N1C[C@@]2(CNCC(C1)O2)C)F